tert-butyl-3-methyl-5-(((trifluoromethyl)sulfonyl)oxy)-5',6'-dihydro-[2,3'-bipyridine] C(C)(C)(C)C1=C(C(=NC=C1OS(=O)(=O)C(F)(F)F)C=1C=NCCC1)C